(3ar,5r,6s,6ar)-6-(benzyloxy)-5-((benzyloxy)methyl)-2,2-dimethyl-5-vinyltetrahydrofurano[2,3-d][1,3]dioxolane C(C1=CC=CC=C1)O[C@@H]1[C@@](O[C@@H]2OC(O[C@@H]21)(C)C)(C=C)COCC2=CC=CC=C2